IC1=C(C=O)C=CC(=C1)I 2,4-diiodobenzaldehyde